(4-((7-benzyloxy-6-methoxyquinazolin-4-yl)oxy)phenyl)-2-oxo-1-phenyl-1,2,4,5,6,7-hexahydropyrazolo[1,5-a]pyridine-3-carboxamide C(C1=CC=CC=C1)OC1=C(C=C2C(=NC=NC2=C1)OC1=CC=C(C=C1)C1C=2N(CCC1)N(C(C2C(=O)N)=O)C2=CC=CC=C2)OC